4-Methoxy-beta-nitrostyrene COC1=CC=C(C=C[N+](=O)[O-])C=C1